[Mg].[O] oxygen, magnesium salt